N(N)C=1N=NC2=C(NC=3C(=CC=CC23)OC)N1 3-hydrazino-6-methoxy-5H-[1,2,4]triazino[5,6-b]indole